ClC=1C=CC2=C(N(C3=C(OC2)C=CC=C3)CCCN(C(=O)OC(C)(C)C)C(=O)[O-])C1 tert-butyl [3-(3-chlorodibenzo[b,e][1,4]oxazepin-5(11H)-yl)propyl]imidodicarbonate